C1(CC1)N1N=CC(=C1)C=1C=C(NC[C@@H]2CC[C@H](CC2)C=2C=NC(=C(C2)C)OC)C=CC1 3-(1-Cyclopropyl-1H-pyrazol-4-yl)-N-((trans-4-(6-methoxy-5-methylpyridin-3-yl)cyclohexyl)methyl)aniline